COC1=CC=C(C=N1)[C@H](CC(=O)O)N1N=C2C=C(C=CC2=C1)CCCC1=NC=2NCCCC2C=C1 (S)-3-(6-Methoxypyridin-3-yl)-3-(6-(3-(5,6,7,8-tetrahydro-1,8-naphthyridin-2-yl)propyl)-2H-indazol-2-yl)propanoic acid